C(C)(=O)OC[C@H]1[C@@H](CC1)[C@H](C=C)OC(C1=CC=C(C=C1)Br)=O.CN1C2=C(OCC1=O)C=C(C=C2)NC2=CC=C(C=C2)N2CCC(CC2)C(F)(F)F 4-methyl-7-((4-(4-(trifluoromethyl)piperidin-1-yl)phenyl)amino)-2H-benzo[b][1,4]oxazin-3(4H)-one (S)-1-((1R,2R)-2-(acetoxymethyl)cyclobutyl)allyl-4-bromobenzoate